C(C)(C)(C)OC(=O)N[C@H](C[C@@H](O)C=1SC=C(N1)C(=O)OCC)C(C)C Ethyl 2-((1R,3R)-3-(tert-butoxycarbonylamino)-1-hydroxy-4-methylpentyl)thiazole-4-carboxylate